(S)-2-amino-3-(3-(4-((3-fluoro-5-(1H-pyrazol-5-yl)pyridin-2-yl)oxy)phenyl)-1H-pyrazol-1-yl)propan-1-ol, Hippurate salt C(CNC(=O)C1=CC=CC=C1)(=O)O.N[C@H](CO)CN1N=C(C=C1)C1=CC=C(C=C1)OC1=NC=C(C=C1F)C1=CC=NN1